CC1=C(OC2=C(C=C(C=C2C1=O)C)C(C)NC1=C(C=CC=C1)S(=O)(=O)N)C=1C=C2C=C(NC2=CC1)C [1-[3,6-dimethyl-2-(2-methylindol-5-yl)-4-oxo-chromen-8-yl]ethylamino]benzenesulfonamide